C(CCCCCCCCC#CCC#CCCCCC)(=O)O 10,13-nonadecadiynoic acid